1-(2-Hydroxy-3,3-dimethylbutyl)-3-((2-(2,2,3,3,3-pentafluoropropoxy)pyridin-4-yl)methyl)urea OC(CNC(=O)NCC1=CC(=NC=C1)OCC(C(F)(F)F)(F)F)C(C)(C)C